(S)-N-(5-methyl-4-oxo-2,3,4,5-tetrahydrobenzo[b][1,4]oxazepin-3-yl)-2',3',5',6'-tetrahydro-3H-spiro[furo[3,4-c]pyridine-1,4'-pyran]-6-carboxamide CN1C2=C(OC[C@@H](C1=O)NC(=O)C1=CC3=C(C=N1)COC31CCOCC1)C=CC=C2